ClC1=C(C=C(OC[C@@H](CNC)O)C=C1)C1=NC(=C(C(=N1)C=1C(=NOC1C)C)C)N[C@H]1C[C@H](OCC1)C (R)-1-(4-chloro-3-(4-(3,5-dimethylisoxazol-4-yl)-5-methyl-6-((2R,4R)-2-methyl-tetrahydro-2H-pyran-4-ylamino)pyrimidin-2-yl)phenoxy)-3-(methyl-amino)propan-2-ol